[2-(3,6-dimethyl-9H-carbazole-9-yl)ethyl]phosphoric acid CC=1C=CC=2N(C3=CC=C(C=C3C2C1)C)CCOP(O)(O)=O